oxo-2-(5-(trifluoromethoxy)-1H-indol-3-yl)acetyl chloride O=C(C(=O)Cl)C1=CNC2=CC=C(C=C12)OC(F)(F)F